1-methylsulfonyl-ethylene CS(=O)(=O)C=C